2,6-dichloro-N-(3,3-dimethylbut-2-yl)isonicotinamide ClC=1C=C(C(=O)NC(C)C(C)(C)C)C=C(N1)Cl